C(CCCCC)C(C(=O)OCC(COC(C(CCCCCCCC)CCCCCC)=O)N1CC2(CC1)CN(CC2)CCCCO)CCCCCCCC 2-(7-(4-hydroxybutyl)-2,7-diazaspiro[4.4]nonan-2-yl)propane-1,3-diyl bis(2-hexyldecanoate)